(4R)-1-((S)-2-amino-3,3-dimethylbutanoyl)-4-hydroxy-N-((S)-1-(4-(4-methylthiazol-5-yl)phenyl)ethyl)pyrrolidine-2-carboxamide N[C@H](C(=O)N1C(C[C@H](C1)O)C(=O)N[C@@H](C)C1=CC=C(C=C1)C1=C(N=CS1)C)C(C)(C)C